C(N)(=O)C1=CC=C(CN2C(=CC3=CC=C(C=C23)C(N)=NOC)C(=O)NC2=CC(=CC=C2)N2CCCC2)C=C1 4-Carbamoylbenzyl-6-(N'-methoxycarbamimidoyl)-N-(3-(pyrrolidin-1-yl)phenyl)-1H-indole-2-carboxamide